CC=1C(=C2C=NNC2=CC1)C1=C2C(=NC(=C1)N1CC3(CN(C3)C(C=C)=O)CC1)[C@H]1[C@H](C2)C1 (5aS,6aR)-4-(5-methyl-1H-indazol-4-yl)-2-(2-(2-propenoyl)-2,6-diazaspiro[3.4]octan-6-yl)-5,5a,6,6a-tetrahydrocyclopropa[4,5]cyclopenta[1,2-b]pyridine